Ethyl (1r,4r)-4-(4-(3-(2-((tert-butoxycarbonyl)amino)ethyl)cyclobutyl)piperazin-1-yl)cyclohexane-1-carboxylate C(C)(C)(C)OC(=O)NCCC1CC(C1)N1CCN(CC1)C1CCC(CC1)C(=O)OCC